(Z)-2-(3-cyclopropylmethoxy-4-methoxyphenyl)-3-(2,6-dimethyl-4-carbonylpyridine-1(4H)-yl)-N,N-di-tert-butoxycarbonylacrylamide C1(CC1)COC=1C=C(C=CC1OC)/C(/C(=O)N(C(=O)OC(C)(C)C)C(=O)OC(C)(C)C)=C/N1C(=CC(C=C1C)=C=O)C